C[C@@H]1CN(C[C@@H](N1)C)C1=CC=CC(=N1)CNC=1C2=C(N=CN1)NC=C2C=2C=NC=NC2 N-((6-((3R,5S)-3,5-Dimethylpiperazin-1-yl)pyridin-2-yl)methyl)-5-(pyrimidin-5-yl)-7H-pyrrolo[2,3-d]pyrimidin-4-amine